2-(5-methoxypyridin-3-yl)acetic acid ethyl ester C(C)OC(CC=1C=NC=C(C1)OC)=O